NC=1C=CC=C(C1)C1=C2NC(=C1)C=C1C=CC(=N1)C(=C1C=CC(N1)=C(C=1C=CC(N1)=C2N)N)N 5,10,15,20-tetra(amino)phenylporphyrin